P(=O)(OF)([O-])[O-] monofluoro phosphate